N1(CCOCC1)C1=CC2=C(NC(O2)=S)C=C1 6-morpholinylbenzo[d]oxazol-2(3H)-thione